3,3,3-trifluoro-2-(4-methoxybenzylamino)-2-methyl-propanenitrile FC(C(C#N)(C)NCC1=CC=C(C=C1)OC)(F)F